ClC1=CC(=C(CC2CN(CCO2)CC2=CC=C(C=C2)OC)C(=C1)B1OC(C(O1)(C)C)(C)C)F 2-(4-chloro-2-fluoro-6-(4,4,5,5-tetramethyl-1,3,2-dioxaborolan-2-yl)benzyl)-4-(4-methoxybenzyl)morpholine